2-[3-(2-{2-[2,5-dioxo-3,4-bis(phenylsulfanyl)-2,5-dihydro-1H-pyrrol-1-yl]ethoxyl}ethoxy)propanamido]acetamide O=C1N(C(C(=C1SC1=CC=CC=C1)SC1=CC=CC=C1)=O)CCOCCOCCC(=O)NCC(=O)N